2-(6-(cyclopropanesulfonylamino)pyrazin-2-yl)-2-fluorobutyric acid C1(CC1)S(=O)(=O)NC1=CN=CC(=N1)C(C(=O)O)(CC)F